5-(N-(2,4-difluorophenethyl)sulfamoyl)-3-methylbenzofuran-2-carboxylic acid ethyl ester C(C)OC(=O)C=1OC2=C(C1C)C=C(C=C2)S(NCCC2=C(C=C(C=C2)F)F)(=O)=O